2-[8-[(7-cyano-1-tetrahydropyran-2-yl-indazol-5-yl)amino]-1-oxo-2-isoquinolyl]-N-(2,2,2-trifluoroethyl)acetamide C(#N)C=1C=C(C=C2C=NN(C12)C1OCCCC1)NC=1C=CC=C2C=CN(C(C12)=O)CC(=O)NCC(F)(F)F